(R)-3-((2-chloro-5-cyclopropyl-7-((2-(trimethylsilyl)ethoxy)methyl)-7H-pyrrolo[2,3-d]pyrimidin-4-yl)amino)pyrrolidine-1-carboxylic acid tert-butyl ester C(C)(C)(C)OC(=O)N1C[C@@H](CC1)NC=1C2=C(N=C(N1)Cl)N(C=C2C2CC2)COCC[Si](C)(C)C